C1=C(C=CC=2C3=CC=C(C=C3CC12)COC1=C(C2=CC=CC=C2C=C1)C1=C(C=CC2=CC=CC=C12)OCCO)COC1=C(C2=CC=CC=C2C=C1)C1=C(C=CC2=CC=CC=C12)OCCO 2,2'-[9H-fluorene-2,7-diylbis(methyleneoxy[1,1'-binaphthalene]-2',2-diyloxy)]-di(ethan-1-ol)